N-(4-fluoro-2-iodo-5-(methoxymethyl)phenyl)-4-methylbenzenesulfonamide FC1=CC(=C(C=C1COC)NS(=O)(=O)C1=CC=C(C=C1)C)I